3-[(3S)-3-(propan-2-yl)piperazin-1-yl]-1,2,4-triazin CC(C)[C@H]1CN(CCN1)C=1N=NC=CN1